C(C)OC(CN1CCN(C2=C(C=CC=C12)OC)C(=O)OC(C)(C)C)=O tert-butyl 4-(2-ethoxy-2-oxo-ethyl)-8-methoxy-2,3-dihydroquinoxaline-1-carboxylate